C(C)(C)(C)C1=CC=2C(=NC(=CN2)[C@@H]2CCC[C@H]([C@@H](N2)COC2=NC(=NC(=C2)C2=C(C=CC=C2C)C)NS(=O)(=O)C=2C=C(C(=O)O)C=CC2)CC2CC2)N1C 3-[[4-[[(2R,3S,7S)-7-(6-tert-butyl-5-methyl-pyrrolo[2,3-b]pyrazin-3-yl)-3-(cyclopropylmethyl)azepan-2-yl]methoxy]-6-(2,6-dimethylphenyl)pyrimidin-2-yl]sulfamoyl]benzoic acid